6-chloro-3-(pyridin-4-yl)imidazo[1,2-b]Pyridazine ClC=1C=CC=2N(N1)C(=CN2)C2=CC=NC=C2